1-(2-(2,6-dioxopiperidin-3-yl)-1-oxoisoindolin-5-yl)azetidine-3-carboxylic acid O=C1NC(CCC1N1C(C2=CC=C(C=C2C1)N1CC(C1)C(=O)O)=O)=O